sodium N-(4-methoxy-2-methylphenyl)sulfonamide COC1=CC(=C(C=C1)NS(=O)=O)C.[Na]